ClC1=C2CCN(C(C2=CC(=C1C(=O)N[C@H](C(=O)OCC1=CC=CC=C1)CNC(N[C@@H]1CCC2=CC=CC=C12)=O)Cl)=O)CC1=CC=C(C=C1)Cl benzyl (2S)-2-[[5,7-dichloro-2-[(4-chlorophenyl)methyl]-1-oxo-3,4-dihydroisoquinoline-6-carbonyl] amino]-3-[[(1R)-indan-1-yl] carbamoylamino]propanoate